(S)-2-fluoro-4-(6-(3-methyl-2-(trifluoromethyl)phenyl)-2-((pyrrolidin-3-ylmethyl)amino)quinazolin-4-yl)benzonitrile FC1=C(C#N)C=CC(=C1)C1=NC(=NC2=CC=C(C=C12)C1=C(C(=CC=C1)C)C(F)(F)F)NC[C@@H]1CNCC1